5-cyclopropyl-4-((3-methyl-oxetan-3-yl)methoxy)picolinic acid C1(CC1)C=1C(=CC(=NC1)C(=O)O)OCC1(COC1)C